BrCCOCCOC=1C=C(C=CC1)C=1N=C(SC1CC(C)C)Cl 4-(3-(2-(2-bromoethoxy)ethoxy)phenyl)-2-chloro-5-isobutylthiazole